tert-Butyl 2-(6-(4-fluoro-2-(isopropyl(2,2,2-trifluoroethyl)carbamoyl)phenoxy)-1,2,4-triazin-5-yl)-2,7-diazaspiro[3.5]nonane-7-carboxylate FC1=CC(=C(OC2=C(N=CN=N2)N2CC3(C2)CCN(CC3)C(=O)OC(C)(C)C)C=C1)C(N(CC(F)(F)F)C(C)C)=O